C(C)(C)(C)OC(NC=1N=C2C(=NC1)N(C=C2)S(=O)(=O)C2=CC=C(C)C=C2)=O 5-p-toluenesulfonyl-5H-pyrrolo[2,3-b]pyrazine-2-carbamic acid tert-butyl ester